1-Bromo-3-methoxycyclobutane BrC1CC(C1)OC